NC1=NN(C=C1)C=1C=C(C=CC1)S(=O)(=O)NC 3-(3-aminopyrazol-1-yl)-N-methyl-benzenesulfonamide